FC1=CC=C(C(=O)N2C(CC3=CC=CC=C23)C(=O)NC2=CC=C(C=C2)S(=O)(=O)Cl)C=C1 4-(1-(4-fluorobenzoyl)indoline-2-carboxamido)benzene-1-sulfonyl chloride